COC(=O)C1=CC(=C2C=CNC(C2=C1)=O)C 5-methyl-1-oxo-1,2-dihydroisoquinoline-7-carboxylic acid methyl ester